Bis(4-cyanatophenoxy) sulfoxid O(C#N)C1=CC=C(OS(=O)OC2=CC=C(C=C2)OC#N)C=C1